FC1=C(CN(C(C(CC)(C)C)=O)C)C(=CC=C1C)F N-(2,6-difluoro-3-methylbenzyl)-N,2,2-trimethylbutanamide